(R)-N-(1-(2-methyl-2H-tetrazol-5-yl)ethyl)-5-(4-(trifluoromethyl)phenoxy)-2-naphthamide CN1N=C(N=N1)[C@@H](C)NC(=O)C1=CC2=CC=CC(=C2C=C1)OC1=CC=C(C=C1)C(F)(F)F